FC1=CC=C(CC2=CC3=C(OC[C@@H](N3C(CN3[C@H](CN[C@@H](C3)C)CN3[C@@H](COCC3)C)=O)C3=CC=C(C=C3)C)N=C2)C=C1 1-((S)-7-(4-fluorobenzyl)-2-(p-tolyl)-2,3-dihydro-1H-pyrido[2,3-b][1,4]oxazin-1-yl)-2-((2R,5R)-5-methyl-2-(((R)-3-methylmorpholino)methyl)piperazin-1-yl)ethan-1-one